(S)-dimethyl 5-(1-(4-bromobenzyl)-1H-naphtho[1,8-de][1,3,2]diazaborinin-2(3H)-yl)-4,6,7-trimethyl-1,3-dihydro-2H-indene-2,2-dicarboxylate BrC1=CC=C(CN2B(NC3=C4C2=CC=CC4=CC=C3)C=3C(=C4CC(CC4=C(C3C)C)(C(=O)OC)C(=O)OC)C)C=C1